8-[(3S,5R)-3-methyl-5-{[(3S)-1-methyl-2-oxopyrrolidin-3-yl]amino}piperidin-1-yl]quinoxaline-5-carbonitrile C[C@@H]1CN(C[C@@H](C1)N[C@@H]1C(N(CC1)C)=O)C1=CC=C(C=2N=CC=NC12)C#N